3-bromo-5-(cyclopropylmethyl)-1-methyl-1H-pyrazole BrC1=NN(C(=C1)CC1CC1)C